N1(CCC1)C[C@H](C(=O)N1CCN(CC1)C=1C2=C(N=CN1)[C@@H](C[C@H]2C)O)C2=CC=C(C=C2)Cl (R)-3-(azetidin-1-yl)-2-(4-chlorophenyl)-1-(4-((5R,7R)-7-hydroxy-5-methyl-6,7-dihydro-5H-cyclopenta[d]pyrimidin-4-yl)piperazin-1-yl)propan-1-one